tert-butyl 4-(3-amino-6-cyclopropyl-1H-pyrazolo[3,4-b]pyrazin-1-yl)piperidine-1-carboxylate NC1=NN(C2=NC(=CN=C21)C2CC2)C2CCN(CC2)C(=O)OC(C)(C)C